4-bromo-2-((4-((di-ethylamino)methyl)phenylimino)methyl)-6-hydroxyphenyl isobutyrate C(C(C)C)(=O)OC1=C(C=C(C=C1O)Br)C=NC1=CC=C(C=C1)CN(CC)CC